1-(4-(1-(2-cyclopropyl-6-methylphenyl)azetidin-3-yl)-2,6-dimethylbenzyl)-piperidine-4-carboxylic acid C1(CC1)C1=C(C(=CC=C1)C)N1CC(C1)C1=CC(=C(CN2CCC(CC2)C(=O)O)C(=C1)C)C